ClC=1C(C(=CC(C1C)=O)Cl)=O 2,6-dichloro-3-methyl-1,4-benzoquinone